CC(CC(C(=O)OCC)N1C(C=CC(=C1)CC=O)=O)C ethyl 4-methyl-2-(2-oxo-5-(2-oxoethyl)pyridin-1(2H)-yl)pentanoate